FC=1C=NC(=NC1)C1=NOC(=N1)C1CCN(CC1)C(CC1=NON=C1C)=O 1-(4-(3-(5-fluoropyrimidin-2-yl)-1,2,4-oxadiazol-5-yl)piperidin-1-yl)-2-(4-methyl-1,2,5-oxadiazol-3-yl)ethan-1-one